BrC1=CC(=NC(=C1)Cl)Cl 4-bromo-2,6-dichloropyridine